NC1=NC=C(C(=C1)C)CCCC 2-amino-4-methyl-5-butylpyridine